CC1(CNC(C2=CC=C(C=C12)C1=NC(=NC=C1)NC=1C=CC(=C(C1)NS(=O)(=O)C)F)=O)C N-(5-((4-(4,4-Dimethyl-1-oxo-1,2,3,4-tetrahydroisoquinolin-6-yl)pyrimidin-2-yl)Amino)-2-fluorophenyl)methanesulfonamide